(2S,4R)-1-((S)-2-(6-aminocaproamido)-3,3-dimethylbutyryl)-4-hydroxy-N-(4-(4-methylthiazol-5-yl)benzyl)pyrrolidine-2-carboxamide NCCCCCC(=O)N[C@H](C(=O)N1[C@@H](C[C@H](C1)O)C(=O)NCC1=CC=C(C=C1)C1=C(N=CS1)C)C(C)(C)C